N,N-di-sec-butyl-monoethyl-amine C(C)(CC)N(C(C)CC)CC